bis(4-methacryloyloxyethoxyphenyl)propane ethyl-(1S,5S)-2-((4-benzoylbenzoyl)glycyl)-5-methyl-2-azabicyclo[3.1.0]hexane-3-carboxylate C(C)OC(=O)C1N([C@H]2C[C@]2(C1)C)C(CNC(C1=CC=C(C=C1)C(C1=CC=CC=C1)=O)=O)=O.C(C(=C)C)(=O)OCCOC1=CC=C(C=C1)C(C)(C)C1=CC=C(C=C1)OCCOC(C(=C)C)=O